ClC=1C=C(C=CC1)C(C(C1=CC=CC=C1)OC(NC(C(=O)NC(CC1C(NCC1)=O)C(C(=O)NC1CC1)=O)CC1=CC=CC=C1)=O)(C)C (1-((4-(cyclopropylamino)-3,4-dioxo-1-(2-oxopyrrolidin-3-yl)butan-2-yl)amino)-1-oxo-3-phenylpropane-2-yl)carbamic acid 2-(3-chlorophenyl)-2-methyl-1-phenylpropyl ester